C1(CC1)CC(C#N)C1=CC(=C(C=C1)OC)[N+](=O)[O-] 3-cyclopropyl-2-(4-methoxy-3-nitrophenyl)propionitrile